3-(5-(4-amino-5-(3-fluoro-4-((4-methylpyrimidin-2-yl)oxy)phenyl)-7-((2-(trimethylsilyl)ethoxy)methyl)-7H-pyrrolo[2,3-d]pyrimidin-6-yl)-2-chloropyridin-4-yl)propan-1-ol NC=1C2=C(N=CN1)N(C(=C2C2=CC(=C(C=C2)OC2=NC=CC(=N2)C)F)C=2C(=CC(=NC2)Cl)CCCO)COCC[Si](C)(C)C